m-((3-iodopropyl)sulfonamido)-L-phenylalanine ICCCS(=O)(=O)NC=1C=C(C[C@H](N)C(=O)O)C=CC1